O1COC2=C1C=CC(=C2)C=2OC1=C(\C(\C2)=N\C2=C(C=CC=C2)NC(=O)N2CCNCC2)C=CC=C1 (E)-N-(2-((2-(benzo[d][1,3]dioxol-5-yl)-4H-benzopyran-4-ylidene)amino)phenyl)piperazine-1-carboxamide